8-bromo-7-chloro-[1,2,4]triazolo[4,3-c]pyrimidine BrC=1C=2N(C=NC1Cl)C=NN2